tin hydroxide [Sn](O)(O)(O)O